1-[(1-hydroxy-cyclobutyl)-methyl]-8-methylamino-3-[2-(4-methyl-piperazin-1-yl)-pyrimidin-5-yl]-8-phenyl-1,3-diazaspiro[4.5]decan-2-one OC1(CCC1)CN1C(N(CC12CCC(CC2)(C2=CC=CC=C2)NC)C=2C=NC(=NC2)N2CCN(CC2)C)=O